N1C(CC1)COC1=CC(=C(C(=C1)F)N1N=C(C=2C1=CN=CC2)C=2C=NN(C2)C)F (4-(azetidin-2-ylmethoxy)-2,6-difluorophenyl)-3-(1-methyl-1H-pyrazol-4-yl)-1H-pyrazolo[3,4-c]pyridine